N1CCC=2C=NC=CC21 2,3-dihydro-1H-pyrrolo[3,2-c]pyridine